C(#CC)C1=C(C=C(C(=C1)Cl)Cl)C#CC 1,2-dipropynyl-4,5-dichlorobenzene